NC\C=C(\CN1N=NC2=C1C=C(C=C2C2=CC(=CC=C2)S(N(C)C)(=O)=O)C(=O)N(C)OC)/F (Z)-1-(4-amino-2-fluorobut-2-en-1-yl)-4-(3-(N,N-dimethylsulfamoyl)phenyl)-N-methoxy-N-methyl-1H-benzo[d][1,2,3]triazol-6-carboxamide